2-[2-[[2-(2,6-dioxo-3-piperidyl)-1,3-dioxo-isoindolin-4-yl] amino]ethoxy]ethyl methanesulfonate CS(=O)(=O)OCCOCCNC1=C2C(N(C(C2=CC=C1)=O)C1C(NC(CC1)=O)=O)=O